FC(OC1CN(C1)S(=O)(=O)Cl)F 3-(difluoromethoxy)azetidine-1-sulfonyl chloride